2-AMINO-4,4-DIFLUOROBUTANOIC ACID NC(C(=O)O)CC(F)F